ClC1=CC=C(OCCCC(C=C(F)F)O)C=C1 6-(4-Chlorophenoxy)-1,1-difluorohex-1-en-3-ol